NCC1CC2(C1)OC(N(C2)[C@@H](C)C=2C=CC=C1C(=C(NC21)C(=O)O)C=2C=NN(C(C2)=O)C)=O 7-((S)-1-((2S,4r)-2-(aminomethyl)-6-oxo-5-oxa-7-azaspiro[3.4]octan-7-yl)ethyl)-3-(1-methyl-6-oxo-1,6-dihydropyridazin-4-yl)-1H-indole-2-carboxylic acid